N-(6-(3-(5-isopropoxypyridin-2-yl)-1,2,4-thiadiazol-5-ylamino)-5-(trifluoromethyl)pyridin-3-yl)-N-methylacetamide C(C)(C)OC=1C=CC(=NC1)C1=NSC(=N1)NC1=C(C=C(C=N1)N(C(C)=O)C)C(F)(F)F